ClC1=NC(=NC(=N1)C1=CC=2C(C3=CC=CC=C3C2C=C1)(C)C)C1=CC=CC=C1 2-chloro-4-(9,9-dimethyl-9H-fluoren-2-yl)-6-phenyl-1,3,5-triazine